[Na+].C(C=O)(=O)[O-] glyoxylate sodium salt